FC1=C(C=C(C=C1)F)[C@@H]1N(CCC1)C=1N=C2C(=CC=NC2=CC1)N1C[C@H](CC1)O (S)-1-(6-((R)-2-(2,5-difluorophenyl)pyrrolidin-1-yl)-1,5-naphthyridin-4-yl)pyrrolidin-3-ol